(methyldiethoxysilylpropyl)-(methyldiethoxysilylhexyl)amine C[Si](OCC)(OCC)CCCNCCCCCC[Si](OCC)(OCC)C